(R)-1-(5-((5-chloro-8-(4-methylpyridin-3-yl)quinazolin-2-yl)amino)-2-(tetrahydro-2H-pyran-4-yl)benzyl)pyridine ClC1=C2C=NC(=NC2=C(C=C1)C=1C=NC=CC1C)NC=1C=CC(=C(CN2CC=CC=C2)C1)C1CCOCC1